(2S,3R,4R)-2-(8-(furan-2-yl)-2-(hex-1-yn-1-yl)-6-((3-iodobenzyl)amino)-9H-purin-9-yl)tetrahydrofuran-3,4-diol O1C(=CC=C1)C=1N(C2=NC(=NC(=C2N1)NCC1=CC(=CC=C1)I)C#CCCCC)[C@H]1OC[C@H]([C@H]1O)O